NC1=C(C=C(C=C1)N)Cl 1,4-diamino-2-chlorobenzene